BrC1=CC=CC=2C(=C(OC21)C2OCCO2)SC(F)(F)F 7-bromo-2-(1,3-dioxolan-2-yl)-3-[(trifluoromethyl)sulfanyl]-1-benzofuran